C(C)(C)(C)OC([C@H]([C@H](CC=C)C(N)=O)NC(=O)OCC1=CC=CC=C1)=O.BrC1=CC(=NC=C1F)C#N 4-bromo-5-fluoropyridinecarbonitrile (2S,3S)-tert-Butyl-2-(benzyloxycarbonylamino)-3-carbamoylhex-5-enoate